(4-chlorophenyl)hydrazine ClC1=CC=C(C=C1)NN